N,N-Diethyl-4-[4-[3-[2-(3-hydroxyphenyl)phenyl]propanoyl]piperazin-1-yl]benzamide C(C)N(C(C1=CC=C(C=C1)N1CCN(CC1)C(CCC1=C(C=CC=C1)C1=CC(=CC=C1)O)=O)=O)CC